C1(=CC=CC=C1)N=NC=1C(=NC(=CC1)N)N 3-phenyldiazenylpyridine-2,6-diamine